tert-butyl 3-(2-(2-(4-(2-(((4-fluorophenyl)(methyl)carbamoyl)oxy)-3,5-bis(trifluoromethyl)phenyl)-1H-1,2,3-triazol-1-yl)ethoxy)ethoxy)propanoate FC1=CC=C(C=C1)N(C(=O)OC1=C(C=C(C=C1C(F)(F)F)C(F)(F)F)C=1N=NN(C1)CCOCCOCCC(=O)OC(C)(C)C)C